FC=1C=CC(=C(C1)[C@H](C(=O)NC=1SC=CN1)N1N=C2C=C(C=CC2=C1)C1=CC=CC=C1)OC |r| (2RS)-2-(5-fluoro-2-methoxy-phenyl)-2-(6-phenylindazol-2-yl)-N-thiazol-2-yl-acetamide